CC(COC1=CC=C(NC=2C3=C(N=CN2)C=CC(=N3)N3CC(C3)NC(OC(C)(C)C)=O)C=C1)(C)C tert-Butyl N-[1-[4-[4-(2,2-dimethylpropoxy)anilino]pyrido[3,2-d]pyrimidin-6-yl]azetidin-3-yl]carbamate